(S)-2-(5-(4-((3-((4-(4-aminopyrimidin-2-yl)-1,3-dimethyl-1H-pyrazol-5-yl)oxy)butyl)amino)-6-chloropyridin-3-yl)pyrazin-2-yl)propan-2-ol NC1=NC(=NC=C1)C=1C(=NN(C1O[C@H](CCNC1=C(C=NC(=C1)Cl)C=1N=CC(=NC1)C(C)(C)O)C)C)C